NCCNC1=C(C2=C(C(C=3C=CN=CC3C2=O)=O)C=C1)NCCN 8,9-bis[(2-aminoethyl)amino]-benzo[G]isoquinoline-5,10-dione